Isopropyl Myristate Isodecyl-Neopentanoate C(CCCCCCC(C)C)CC(C(=O)O)(C)C.C(CCCCCCCCCCCCC)(=O)OC(C)C